CCCCCCCCOC(=O)/C(=C\C=C\N(CC)CC)/S(=O)(=O)C1=CC=CC=C1 Octyl 5-N,N-diethylamino-2-phenylsulfonyl-2,4-pentadienoate